BrC=1C=CC2=C(C(=C(O2)C2CC2)CO)C1 (5-bromo-2-cyclopropylbenzofuran-3-yl)methanol